OC1=CC=C(CC=2C(=C(C(=C(C2)CC2=C(C(=C(C(=C2)CC2=CC=C(C=C2)O)O)O)O)O)O)O)C=C1 bis[5-(4-hydroxybenzyl)-2,3,4-trihydroxyphenyl]methane